The molecule is a 1,3-diglyceride in which the 1- and 3-acyl groups are specified as palmitoyl and stearoyl respectively (the R-enantiomer). It derives from a hexadecanoic acid and an octadecanoic acid. CCCCCCCCCCCCCCCCCC(=O)OC[C@@H](COC(=O)CCCCCCCCCCCCCCC)O